3-[(S)-(3-Carboxy-phenyl)-(4-cyclopropyl-phenyl)-hydroxy-methyl]-3-methyl-azetidine-1-carboxylic acid tert-butyl ester C(C)(C)(C)OC(=O)N1CC(C1)(C)[C@](O)(C1=CC=C(C=C1)C1CC1)C1=CC(=CC=C1)C(=O)O